(1,3,5,7-Tetraoxo-5,7-dihydropyrrolo[3,4-f]isoindole-2,6(1H,3H)-diyl)bis(butane-3,2-diyl) dinitrate [N+](=O)(OC(C)C(C)N1C(C2=CC=3C(N(C(C3C=C2C1=O)=O)C(C(C)O[N+](=O)[O-])C)=O)=O)[O-]